C(C=C)(=O)OCCCCC[Si](OC)(OC)CC acryloyloxypentylethyldimethoxysilane